(trans)-4-amino-3,3-dimethyl-5-phenylpyrrolidin-2-one N[C@@H]1C(C(N[C@H]1C1=CC=CC=C1)=O)(C)C